(5Z)-3-methyl-5-[(1-phenylpyrazol-4-yl)methylene]-2-thioxo-thiazolidin-4-one CN1C(S\C(\C1=O)=C/C=1C=NN(C1)C1=CC=CC=C1)=S